[2-(acryloyloxy)ethyl]dimethyl-ammonium C(C=C)(=O)OCC[NH+](C)C